ethyl 6-[8-(1,3-benzothiazol-2-ylcarbamoyl)-5-benzyloxy-3,4-dihydro-1H-isoquinolin-2-yl]-3-[1-(cyclohexylmethyl)-5-methyl-pyrazol-4-yl]pyridine-2-carboxylate S1C(=NC2=C1C=CC=C2)NC(=O)C=2C=CC(=C1CCN(CC21)C2=CC=C(C(=N2)C(=O)OCC)C=2C=NN(C2C)CC2CCCCC2)OCC2=CC=CC=C2